2,4-dimethyl-3-pentyl acrylate C(C=C)(=O)OC(C(C)C)C(C)C